1-cyclopropyl-2-(3,4-dimethoxyphenyl)-6-(4-(2-isobutyl-2,7-diazaspiro[3.5]nonan-7-yl)phenyl)-1H-imidazo[4,5-c]pyridine C1(CC1)N1C(=NC=2C=NC(=CC21)C2=CC=C(C=C2)N2CCC1(CN(C1)CC(C)C)CC2)C2=CC(=C(C=C2)OC)OC